P(=O)(OC(Cl)(C(C)(C)C)C(C)(C)C)([O-])[O-] di(tert-butyl)chloromethyl phosphate